ClC=1N=C(C(=NC1)C(C)N)C 1-(5-chloro-3-methylpyrazin-2-yl)ethanamine